4-(3-(4-cyano-3-(trifluoromethyl)phenyl)-7,7,9,9-tetramethyl-4-oxo-2-thioxo-1,3-diazaspiro[4.5]decan-1-yl)-2-fluoro-N-methylbenzamide C(#N)C1=C(C=C(C=C1)N1C(N(C2(C1=O)CC(CC(C2)(C)C)(C)C)C2=CC(=C(C(=O)NC)C=C2)F)=S)C(F)(F)F